ClCC(=O)N[C@H]1C(CCCC1)NC(CCl)=O R-1,2-bis(chloroacetamido)cyclohexane